COC(=O)C1=CC2=C(N(C(=N2)C=2N3CCN(C4=CC=CC(C2)=C34)CCCO)OC)C(=C1)OC 2-[9-(3-hydroxypropyl)-1,9-diazatricyclo[6.3.1.04,12]dodeca-2,4(12),5,7-tetraen-2-yl]-1,7-dimethoxy-benzimidazole-5-carboxylic acid methyl ester